7-(1-((2,4-dimethoxybenzyl)amino)ethyl)-4-(o-tolyl)-2H-chromen-2-one COC1=C(CNC(C)C2=CC=C3C(=CC(OC3=C2)=O)C2=C(C=CC=C2)C)C=CC(=C1)OC